The molecule is a dinucleotide that is NADH with the amide group om the nictotinamide ring replaced with an acetyl group. It has a role as a metabolite. It derives from a NADH. CC(=O)C1=CN(C=CC1)[C@H]2[C@@H]([C@@H]([C@H](O2)COP(=O)(O)OP(=O)(O)OCC3[C@H]([C@H](C(O3)N4C=NC5=C(N=CN=C54)N)O)O)O)O